ClC1=NC=C(C(=C1C(C#CC)O)Cl)Cl 1-(2,4,5-trichloropyridin-3-yl)but-2-yn-1-ol